3-chloro-4,6-difluoro-2-nitroaniline ClC=1C(=C(N)C(=CC1F)F)[N+](=O)[O-]